C(CC(=O)[O-])(=O)OCC(F)(F)F propanedioic acid, 1-(2,2,2-trifluoroethyl) ester